C(C=C)(=O)N1CCC(=CC1)C1=C(C(=C2N1C=C(N=C2)C)C(=O)N)C2=CC(=C(C=C2)OC2=NC=CC(=N2)C)F 6-(1-acryloyl-1,2,3,6-tetrahydropyridin-4-yl)-7-(3-fluoro-4-((4-methylpyrimidin-2-yl)oxy)phenyl)-3-methylpyrrolo[1,2-a]pyrazine-8-carboxamide